1-((3-bromophenyl)sulfonyl)-5-(2-fluorophenyl)-1H-pyrrole-3-carbaldehyde BrC=1C=C(C=CC1)S(=O)(=O)N1C=C(C=C1C1=C(C=CC=C1)F)C=O